tert-butyl 2-(4-((2-methoxyquinolin-3-yl)methyl)phenyl)-2-methyl-5-oxopyrrolidine-1-carboxylate COC1=NC2=CC=CC=C2C=C1CC1=CC=C(C=C1)C1(N(C(CC1)=O)C(=O)OC(C)(C)C)C